N-(2-Chloro-6-Methylphenyl)-2-((6-(4-(3-(2-(4-(2,4-Dioxotetra-Hydropyrimidin-1(2H)-Yl)Phenoxy)Acetamido)Propyl)Piperazin-1-Yl)-2-Methylpyrimidin-4-Yl)Amino)Thiazole-5-Carboxamide ClC1=C(C(=CC=C1)C)NC(=O)C1=CN=C(S1)NC1=NC(=NC(=C1)N1CCN(CC1)CCCNC(COC1=CC=C(C=C1)N1C(NC(CC1)=O)=O)=O)C